BrC=1N(C(=C(N1)C1=NC2=C(N1)C=C1C(=C2)OC(C(O1)(F)F)(F)F)SCC)C 2-[2-Bromo-5-(ethylsulfanyl)-1-methyl-1H-imidazol-4-yl]-6,6,7,7-tetrafluoro-6,7-dihydro-1H-[1,4]dioxino[2,3-f]benzimidazol